N-(5-(6-(1-hydroxyethyl)-4-methylpyridin-3-yl)imidazo[1,2-a]thiazolo[4,5-e]pyridin-2-yl)cyclopropanecarboxamide OC(C)C1=CC(=C(C=N1)C=1C=2N(C3=C(C1)N=C(S3)NC(=O)C3CC3)C=CN2)C